ClC1=NC=C(C(=N1)NC1=C(C=C(C(=C1)OC)Cl)OC)Cl 2,5-Dichloro-N4-(4-chloro-2,5-dimethoxyphenyl)pyrimidin-4-amine